The molecule is a heparin hexasaccharide consisting of 4-deoxy-2-O-sulfo-L-threo-hex-4-enopyranuronosyl, 2-deoxy-6-O-sulfo-2-(sulfoamino)-D-glucopyranosyl, 2-O-sulfo-L-idopyranuronosyl, 2-deoxy-6-O-sulfo-2-(sulfoamino)-D-glucopyranosyl, 2-O-sulfo-L-idopyranuronosyl, and 2-deoxy-2-(sulfoamino)-alpha-D-glucopyranose groups joined in sequence by alpha-(1->4) linkages. Sequence: DUAp2S(1-4)-a-D-GlcNp2S6S (1-4)-a-L-IdoAp2S(1-4)-a-D-GlcNp2S6S(1-4)-a-L-IdoAp2S(1-4)-a-D-GlcNp2S. It is a heparin hexasaccharide, an amino hexasaccharide and an oligosaccharide sulfate. C1=C(O[C@H]([C@@H]([C@H]1O)OS(=O)(=O)O)O[C@@H]2[C@H](O[C@@H]([C@@H]([C@H]2O)NS(=O)(=O)O)O[C@H]3[C@@H]([C@H]([C@@H](O[C@H]3C(=O)O)O[C@@H]4[C@H](O[C@@H]([C@@H]([C@H]4O)NS(=O)(=O)O)O[C@H]5[C@@H]([C@H]([C@@H](O[C@H]5C(=O)O)O[C@@H]6[C@H](O[C@@H]([C@@H]([C@H]6O)NS(=O)(=O)O)O)CO)OS(=O)(=O)O)O)COS(=O)(=O)O)OS(=O)(=O)O)O)COS(=O)(=O)O)C(=O)O